1-(4-(tert-butyl)phenyl)tetrahydro-1H-thiophen-1-ium C(C)(C)(C)C1=CC=C(C=C1)[S+]1CCCC1